N1=C(N=CC=C1)N1C=CC2=CC=CC(=C12)C N-(2-pyrimidinyl)-7-methylindole